ls-2,3-bis(4-tert-butylphenyl)pyrazino[1,10]phenanthroline C(C)(C)(C)C1=CC=C(C=C1)C1=NC2=C3N=C4C(=CC3=CC=C2C=C1C1=CC=C(C=C1)C(C)(C)C)N=CC=N4